tert-butyl 4-(3,3-dimethyl-2-oxoindolin-5-yl)piperidine-1-carboxylate CC1(C(NC2=CC=C(C=C12)C1CCN(CC1)C(=O)OC(C)(C)C)=O)C